OCCOC1=C(C=C2C(NC=NC2=C1)=O)[N+](=O)[O-] 7-(2-Hydroxyethoxy)-6-nitroquinazolin-4(3H)-one